NC=1C(=C(C(=CC1)F)C=1C=CC=2N(C1)C=NC2C#N)F 6-(3-amino-2,6-difluorophenyl)imidazo[1,5-a]pyridine-1-carbonitrile